3-(2-Boronoethyl)-2-hydroxy-6-[(1-L-threonyl-azetidin-3-yl)oxy]benzoic acid B(O)(O)CCC=1C(=C(C(=O)O)C(=CC1)OC1CN(C1)C([C@@H](N)[C@H](O)C)=O)O